OC1=C(C(=CC=2C(C3=CC(=C(C(=C3C(C12)=O)OC)O)C)=O)OC)OC 1,7-dihydroxy-2,3,8-trimethoxy-6-methylanthracene-9,10-dione